piperazine-1-carboxylic acid 1-phenylethyl ester C1(=CC=CC=C1)C(C)OC(=O)N1CCNCC1